ClCCNC(COC1=C(C(=C(C=C1)C(C(CC)=C)=O)Cl)Cl)=O N-(2-chloroethyl)-2-(2,3-dichloro-4-(2-methylenebutyryl)phenoxy)acetamide